C1(CC1)C1=CC2=C(N(C(N=C2N2[C@H](CN(CC2)C(=O)OC(C)(C)C)C)=O)C=2C(=NC=CC2C)C(C)C)N=C1C1=C(C(=CC=C1)F)OC tert-butyl (S)-4-(6-cyclopropyl-7-(3-fluoro-2-methoxyphenyl)-1-(2-isopropyl-4-methylpyridin-3-yl)-2-oxo-1,2-dihydropyrido[2,3-d]pyrimidin-4-yl)-3-methylpiperazine-1-carboxylate